C(C)C1=CC(=NN1COCC[Si](C)(C)C)C1=CN=C2N1N=C(C=C2)NC21CCC(CC2)(C1)O 4-((3-(5-ethyl-1-((2-(trimethylsilyl)ethoxy)methyl)-1H-pyrazol-3-yl)imidazo[1,2-b]pyridazin-6-yl)amino)bicyclo[2.2.1]heptan-1-ol